BrC=1C=C2C(N(C(=NC2=CC1)[C@@H](CCC)N1CCNC[C@@H](C1)C)CC)=O 6-Bromo-3-ethyl-2-((R)-1-((S)-6-methyl-1,4-diazepan-1-yl)butyl)quinazolin-4(3H)-one